C(C)(C)(C)OC(NCC1=CC=C(C=C1)CCl)=O (4-(chloromethyl)benzyl)carbamic acid tert-butyl ester